C1(CCC2=CC=CC=C12)NC(\C=C\C=1C=CC2=CC(N=C2C1)=O)=O (E)-N-(2,3-dihydro-1H-inden-1-yl)-3-(2-oxoindol-6-yl)acrylamide